OP(O)OP(O)O.C(CCCC)O amyl alcohol diphosphite